C(C)(C)(C)OC(=O)NC(C[C@@H]1C(N(CC1)C(=O)OC(C)(C)C)=O)(C)C tert-Butyl (R)-3-(2-((tert-butoxycarbonyl)amino)-2-methylpropyl)-2-oxopyrrolidine-1-carboxylate